monomethyl maleate calcium salt [Ca+].C(\C=C/C(=O)[O-])(=O)OC